2,7-Diazaspiro[3.5]nonane-2-carboxylic acid C1N(CC12CCNCC2)C(=O)O